FC1([C@@H](CN(C[C@@H]1C)C1=NC(=C(C=C1C#N)F)NC1=CC2=C(N(C(N2CCC(C)(C)O)=O)C)C=C1)O)F 2-[(3R,5S)-4,4-difluoro-3-hydroxy-5-methyl-1-piperidinyl]-5-fluoro-6-[[3-(3-hydroxy-3-methylbutyl)-1-methyl-2-oxo-benzimidazol-5-yl]amino]pyridine-3-carbonitrile